FC1=CC=C(C=N1)N1C(C=CC=C1)=O 6'-fluoro-2H-[1,3'-bipyridine]-2-one